N-(4-azidobenzoyl)-L-valine-anhydride N(=[N+]=[N-])C1=CC=C(C(=O)N[C@@H](C(C)C)C(=O)OC([C@@H](NC(C2=CC=C(C=C2)N=[N+]=[N-])=O)C(C)C)=O)C=C1